5-methoxy-4-oxopentanoic acid methyl ester COC(CCC(COC)=O)=O